CC1([C@@H](CC(CC1)=O)CN1C=NC2=C1C=C(C=C2)C#N)C |r| rac-1-((2,2-dimethyl-5-oxocyclohexyl)methyl)-1H-benzo[d]imidazole-6-carbonitrile